(S)-2-(((S)-5-methoxy-1,2,3,4-tetrahydronaphthalen-2-yl)(n-propyl)amino)-2-phenylethanol COC1=C2CC[C@@H](CC2=CC=C1)N([C@H](CO)C1=CC=CC=C1)CCC